(1S,4R,5S)-6-(5-(3-cyano-6-(1-methyl-1H-pyrazol-4-yl)pyrazolo[1,5-a]pyridin-4-yl)pyridin-2-yl)-2-((6-methoxypyridin-3-yl)methyl)-2,6-diazabicyclo[3.2.0]heptane-4-carboxamide C(#N)C=1C=NN2C1C(=CC(=C2)C=2C=NN(C2)C)C=2C=CC(=NC2)N2[C@H]1[C@@H](CN([C@H]1C2)CC=2C=NC(=CC2)OC)C(=O)N